C(CCCCCCCCCCCCCCCCC)NCCNCCCCCCCCCCCCCCCCCC Bis-Stearyl-Ethylenediamine